ClC(C1=NC(=NC(=N1)C(Cl)(Cl)Cl)C=CC1=CC2=C(C=C1)OCO2)(Cl)Cl 2,4-bis(trichloromethyl)-6-[2-(3,4-methylenedioxyphenyl)vinyl]sym-triazine